O[C@@H]1[C@@H](C[C@H](CC1)OC)C1=CC=C(C(=O)OC)C=C1 methyl 4-((1S,2S,5S)-2-hydroxy-5-methoxycyclohexyl)benzoate